1-(((5S,7S)-7-methyl-3-(4-methyl-6-morpholinopyridin-3-yl)-2-oxo-1-oxa-3-azaspiro[4.5]decane-7-yl)methyl)-1H-benzo[d]imidazole-6-carbonitrile C[C@]1(C[C@]2(CN(C(O2)=O)C=2C=NC(=CC2C)N2CCOCC2)CCC1)CN1C=NC2=C1C=C(C=C2)C#N